3-chlorobenzyl ((2S)-3-cyclohexyl-1-(((2S)-1-(methoxy(methyl)amino)-1,5-dioxo-5-(3-phenylpiperidin-1-yl)pentan-2-yl)amino)-1-oxopropan-2-yl)carbamate C1(CCCCC1)C[C@@H](C(=O)N[C@H](C(=O)N(C)OC)CCC(N1CC(CCC1)C1=CC=CC=C1)=O)NC(OCC1=CC(=CC=C1)Cl)=O